C(C)(C)(C)OC(=O)N1CCC(CC1)CNC1=C(N=NC(=C1)Cl)C(=O)OC methyl 4-(((1-(tert-butoxycarbonyl) piperidin-4-yl) methyl) amino)-6-chloropyridazine-3-carboxylate